NCC1=CC=C(CN)C=C1 4-aminomethyl-benzylamine